COC1=NN(C=C1C1=CC=CC=C1)C1=NC(=C2N=CN(C2=N1)CCO)N1CCOCC1 2-(2-(3-methoxy-4-phenyl-1H-pyrazol-1-yl)-6-morpholino-9H-purin-9-yl)ethan-1-ol